(S)-N-(1-benzyl-1H-benzo[d][1,2,3]triazol-4-yl)-2-(1,3-dioxoisoindol-2-yl)-3-(p-tolyl)propionamide C(C1=CC=CC=C1)N1N=NC2=C1C=CC=C2NC([C@H](CC2=CC=C(C=C2)C)N2C(C1=CC=CC=C1C2=O)=O)=O